N-[(2-aminopyridin-3-yl)[3-fluoro-4-(propan-2-yl)phenyl]methyl]-4-fluoro-1-[2-(1H-1,2,3-triazol-5-yl)acetyl]pyrrolidine-2-carboxamide NC1=NC=CC=C1C(NC(=O)C1N(CC(C1)F)C(CC1=CN=NN1)=O)C1=CC(=C(C=C1)C(C)C)F